FC=1C=C(C=C2CN(C(C12)=O)C1C(NC(CC1)=O)=O)CN1CCN(CC1)C1=NC(=CC=C1)C1=CN=C2N1N=C(C=C2)N2[C@H](CCC2)C2=CC(=CC=C2)F 3-(7-fluoro-5-((4-(6-(6-((R)-2-(3-fluorophenyl)pyrrolidin-1-yl)imidazo[1,2-b]pyridazin-3-yl)pyridin-2-yl)piperazin-1-yl)methyl)-1-oxoisoindolin-2-yl)piperidine-2,6-dione